4-hydroxy-N-{(1R)-2-hydroxy-1-[4-(4-methyl-1,3-thiazol-5-yl)phenyl]ethyl}-L-prolinamide trihydrochloride Cl.Cl.Cl.OC1C[C@H](NC1)C(=O)N[C@@H](CO)C1=CC=C(C=C1)C1=C(N=CS1)C